(4S*)-4-ethyl-2,3,4,5-tetrahydropyrido[2,3-f][1,2]thiazepine-1,1-dioxide C(C)[C@@H]1CNS(C2=C(C1)N=CC=C2)(=O)=O |o1:2|